ethyl 2,2-dimethyl-4-oxo-3,8,11,14-tetraoxa-5-azahexadecane-16-carboxylate CC(C)(OC(NCCOCCOCCOCCC(=O)OCC)=O)C